C1=CC=CC=2C3=CC=CC=C3N(C12)C=1C=C(C=CC1)C1=CC=C(C=C1)B(O)O (3'-(9-carbazolyl)-[1,1'-biphenyl]-4-yl)boronic acid